17-((9-Oxo-9H-xanthen-3-yl) oxy)-3,6,9,12,15-pentaoxaheptadecyl methacrylate C(C(=C)C)(=O)OCCOCCOCCOCCOCCOCCOC=1C=CC=2C(C3=CC=CC=C3OC2C1)=O